6-bromo-4-fluoropyridin BrC1=CC(=CC=N1)F